Quinuclidin-3-yl (2-(3'-(2-methoxyethoxy)-[1,1'-biphenyl]-4-yl)propan-2-yl)carbamate COCCOC=1C=C(C=CC1)C1=CC=C(C=C1)C(C)(C)NC(OC1CN2CCC1CC2)=O